6-methyl-4,8-dioxo-1,3,6,2-dioxazaborocan CN1CC(OBOC(C1)=O)=O